ClC1=NSC(=N1)N[C@H]1[C@H]2OC[C@@]([C@H]3[C@@H]1OC(O3)(C)C)(O2)COCCOCCOCCOCCO 1-((3aR,4S,7S,8R,8aR)-8-((3-chloro-1,2,4-thiadiazol-5-yl)amino)-2,2-dimethyltetrahydro-4,7-epoxy[1,3]dioxolo[4,5-d]oxepin-4(5H)-yl)-2,5,8,11-tetraoxatridecan-13-ol